ClC=1C(=NN2C1CNCCC2)C(=O)N2CCOCC2 (3-chloro-5,6,7,8-tetrahydro-4H-pyrazolo[1,5-a][1,4]diazepin-2-yl)(morpholino)methanone